2-[4-[[1-(2,6-Dioxo-3-piperidyl)-3-methyl-2-oxo-benzimidazol-5-yl]methyl]-4-piperidyl]acetic acid O=C1NC(CCC1N1C(N(C2=C1C=CC(=C2)CC2(CCNCC2)CC(=O)O)C)=O)=O